C(#N)C=1C=C(OCCN2CCN(CC2)C(=O)OC(C)(C)C)C=CC1C=O tert-butyl 4-(2-(3-cyano-4-formylphenoxy)ethyl)piperazine-1-carboxylate